S(=O)(=O)([O-])[O-].[Ca+2].[K+] potassium calcium sulphate salt